N-(4-methyl-2-(1-phenylvinyl)phenyl)acetamide CC1=CC(=C(C=C1)NC(C)=O)C(=C)C1=CC=CC=C1